BrC1=C(C=C2C(=CC(=NC2=C1O[C@@H](C)C1=CC=CC=C1)SCC)Cl)I 7-bromo-4-chloro-2-(ethylsulfanyl)-6-iodo-8-[(1S)-1-phenylethoxy]quinoline